C(C)(C)(C)[Si](C)(C)OCC1=CC(=CC(=C1)Cl)Cl t-butyl-((3,5-dichlorobenzyl)oxy)dimethylsilane